N-(6-amino-5-ethylpyridin-3-yl)-2-((2R,5S)-5-methyl-2-(2-(4-methylpiperazin-1-yl)benzo[d]thiazol-5-yl)piperidin-1-yl)-2-oxoacetamide NC1=C(C=C(C=N1)NC(C(=O)N1[C@H](CC[C@@H](C1)C)C=1C=CC2=C(N=C(S2)N2CCN(CC2)C)C1)=O)CC